5-aminobenzene-1,3-diol hydrochloride Cl.NC=1C=C(C=C(C1)O)O